1-(dibenzo[b,d]furan-4-yl)-N-((2-fluorophenyl)(4-(tributylsilyl)phenyl)phosphaneyl)-N-methyl-1-(4-(tributylsilyl)phenyl)phosphanamine C1=CC=C(C=2OC3=C(C21)C=CC=C3)P(N(C)P(C3=CC=C(C=C3)[Si](CCCC)(CCCC)CCCC)C3=C(C=CC=C3)F)C3=CC=C(C=C3)[Si](CCCC)(CCCC)CCCC